3-(naphthalen-2-yl)acrylic acid C1=C(C=CC2=CC=CC=C12)C=CC(=O)O